N-((5-chloro-4-(((ethyl(methyl)amino)methylene)amino)-2-methylphenyl)(methyl)(oxo)-λ6-sulfaneylidene)-3-fluorobenzamide ClC=1C(=CC(=C(C1)S(=NC(C1=CC(=CC=C1)F)=O)(=O)C)C)N=CN(C)CC